(S)-(8-(2-(Hydroxymethyl)-4-(methoxyimino)pyrrolidine-1-carbonyl)-2,3-dihydrobenzo[b][1,4]dioxin-5-yl)boronic acid OC[C@H]1N(CC(C1)=NOC)C(=O)C1=CC=C(C2=C1OCCO2)B(O)O